3-(6-azaspiro[3.4]octan-6-yl)propanamide C1CCC12CN(CC2)CCC(=O)N